4-(2,6-difluoro-4-methoxyphenyl)-1,3-dimethyl-N-[2-nitro-4-(2-propyn-1-yloxy)phenyl]-1H-pyrazol-5-amine FC1=C(C(=CC(=C1)OC)F)C=1C(=NN(C1NC1=C(C=C(C=C1)OCC#C)[N+](=O)[O-])C)C